CNC1CC(C1)C1=C(C=CC=C1)C N-methyl-3-(o-tolyl)cyclobutan-1-amine